N-[(3-exo)-8-azabicyclo[3.2.1]oct-3-yl]-6-(2,8-dimethylimidazo[1,2-b]pyridazin-6-yl)-4-fluoro-N-methyl-1,3-benzothiazol-2-amine C12CC(CC(CC1)N2)N(C=2SC1=C(N2)C(=CC(=C1)C=1C=C(C=2N(N1)C=C(N2)C)C)F)C